2,4-dimethyl-5-(4,4,5,5-tetramethyl-1,3,2-dioxaborolan-2-yl)-2H-benzo[d][1,2,3]triazole CN1N=C2C(=N1)C=CC(=C2C)B2OC(C(O2)(C)C)(C)C